acetic Acid, Hydrochloride Salt Cl.C(C)(=O)O